(1R,3S)-1-(3-bromo-4-fluorobenzyl)-3-(cyclopropanesulfonamido)cyclopentane-1-carboxamide BrC=1C=C(C[C@]2(C[C@H](CC2)NS(=O)(=O)C2CC2)C(=O)N)C=CC1F